OC1=NC=CC(=C1)C#N 2-hydroxypyridine-4-carbonitrile